C1CC12CCN(CC2)C2=C(C=1CCCC1C(=C2)NS(=O)(=O)CCO)C(=O)NC2=NC(=CC(=C2)C)N2CCC(CC2)(F)F 5-{6-azaspiro[2.5]oct-6-yl}-N-[6-(4,4-difluoropiperidin-1-yl)-4-methylpyridin-2-yl]-7-(2-hydroxyethanesulfonylamino)-2,3-dihydro-1H-indene-4-carboxamide